6-Bromo-N-(5-cyano-4-((2-methoxyethyl)amino)pyridin-2-yl)-5-formyl-1-methyl-1H-pyrrolo[3,2-b]pyridine-3-carboxamide BrC=1C=C2C(=NC1C=O)C(=CN2C)C(=O)NC2=NC=C(C(=C2)NCCOC)C#N